N1=CN=C(C=C1)C=1OC(=NN1)N1[C@H](C2=C(CC1)NC=N2)C2=NN1C(C(=CC=C1)C(F)(F)F)=C2 (R)-2-(pyrimidin-4-yl)-5-(4-(4-(trifluoromethyl)pyrazolo[1,5-a]pyridin-2-yl)-1,4,6,7-tetrahydro-5H-imidazo[4,5-c]pyridin-5-yl)-1,3,4-oxadiazole